1,1,1,2,2,3,3,4,4,5,5-undecafluoro-5-iodopentane FC(C(C(C(C(I)(F)F)(F)F)(F)F)(F)F)(F)F